O=C1NC(CCC1NC(=O)C1=CC=C(C=N1)N1CCC(CC1)C(=O)OCCCC)=O butyl 1-(6-((2,6-dioxopiperidin-3-yl)carbamoyl)pyridin-3-yl)piperidine-4-carboxylate